6-(dimethylamino)imidazo[1,2-a]pyridine-5-carbonitrile CN(C=1C=CC=2N(C1C#N)C=CN2)C